Cl.ClC1=CC=C(S1)CNC1=CC(=NN1C(=O)C1=CC=CC=2OCCOC21)C2NCCC2 N-[(5-Chlorothiophen-2-yl)methyl]-1-(2,3-dihydro-1,4-benzodioxin-5-carbonyl)-3-(pyrrolidin-2-yl)-1H-pyrazol-5-amin hydrochlorid